2-[4-(7-Bromo-5-fluoro-2,3-dioxo-2,3-dihydroindol-1-ylmethyl)benzyl]isoselenourea hydrobromide Br.BrC=1C=C(C=C2C(C(N(C12)CC1=CC=C(C[Se]C(N)=N)C=C1)=O)=O)F